ClC1=NC(=CC(=C1)C1=C(C=C(C#N)C=C1)C(=O)N1CC(C1)(F)F)C1CC1 4-(2-chloro-6-cyclopropylpyridin-4-yl)-3-(3,3-difluoroazetidine-1-carbonyl)benzonitrile